1-(cyclopentylmethyl)-6-(3,5-dimethylisoxazol-4-yl)-N-(tetrahydro-2H-pyran-4-yl)-1H-imidazo[4,5-b]pyridin-2-amine C1(CCCC1)CN1C(=NC2=NC=C(C=C21)C=2C(=NOC2C)C)NC2CCOCC2